FC(C(N)C=1SC(=CN1)CC1=CC=NC=C1)(F)F 2,2,2-Trifluoro-1-(5-(pyridin-4-ylmethyl)thiazol-2-yl)ethan-1-amine